4-(difluoromethoxy)-N-ethyl-N-methyl-1,2-benzothiazol-3-amine 1,1-dioxide FC(OC1=CC=CC2=C1C(=NS2(=O)=O)N(C)CC)F